3-(4-chloro-2-aminophenyl)oxazolidine-2-one ClC1=CC(=C(C=C1)N1C(OCC1)=O)N